C1(CC1)C1=NC=NC(=C1C1=NC(=C2N(C(=NC2=N1)C)C)N(C)CC1=CC=C(C=C1)C=1N(C=C(N1)C(F)(F)F)C(C)C)OC 2-(4-cyclopropyl-6-methoxypyrimidin-5-yl)-N-(4-(1-isopropyl-4-(trifluoromethyl)-1H-imidazol-2-yl)benzyl)-N,7,8-trimethyl-7H-purin-6-amine